CN(CCOC1=CC=C(C=N1)N1C(C(=CC2=C1N=C(N=C2)SC)N2CCN(C1=C(C=CC=C21)C)C(=O)OCC2=CC=CC=C2)=O)C benzyl 4-[8-[6-[2-(dimethylamino)ethoxy]-3-pyridyl]-2-methylsulfanyl-7-oxo-pyrido[2,3-d]pyrimidin-6-yl]-8-methyl-2,3-dihydroquinoxaline-1-carboxylate